bis(4-(2-hydroxyethoxy) phenyl) sulfone OCCOC1=CC=C(C=C1)S(=O)(=O)C1=CC=C(C=C1)OCCO